P(=O)(OC1=CC(=CC=C1)C(C)C)(OC1=CC=CC=C1)OC1=CC=CC=C1 3-isopropylphenyl diphenyl phosphate